4-(7-chloro-1,6-naphthyridine-2-carbonyl)piperidine-1-carboxylic acid tert-butyl ester C(C)(C)(C)OC(=O)N1CCC(CC1)C(=O)C1=NC2=CC(=NC=C2C=C1)Cl